2-(((tert-butoxycarbonyl)oxy)-6-fluorophenyl)-4-chloro-1-fluoro-6,6a,7,8,9,10-hexahydro-12H-pyrazino[2,1-c]pyrido[3,4-f][1,4]oxazepin-12-one C(C)(C)(C)OC(=O)OC1=C(C(=CC=C1)F)N1C(C=2C(N3C(COC2C(=C1)Cl)CNCC3)=O)F